tert-butyl 5-cyclopropyl-4-(((3RS,4RS)-3-(4-(methoxycarbonyl)phenyl)-1-(2,2,2-trifluoroethyl)piperidin-4-yl)methyl)-7-methyl-1H-indole-1-carboxylate C1(CC1)C=1C(=C2C=CN(C2=C(C1)C)C(=O)OC(C)(C)C)C[C@H]1[C@@H](CN(CC1)CC(F)(F)F)C1=CC=C(C=C1)C(=O)OC |r|